(2-(prop-1-en-2-yl)phenyl)methylamine hydrochloride Cl.C=C(C)C1=C(C=CC=C1)CN